FC(CCN1CCN(CC1)C1=CC=C(C=C1)N1C=NC(=C1)NC=1N=CC(=NC1)C#N)(F)F 5-((1-(4-(4-(3,3,3-Trifluoropropyl)piperazin-1-yl)phenyl)-1H-imidazol-4-yl)amino)pyrazine-2-carbonitrile